(2R)-1-[(3S,4R)-3-fluoro-4-[(2-{3-[(4-methanesulfonyl-2-methoxyphenyl)-amino]prop-1-yn-1-yl}-1-(2,2,2-trifluoro-ethyl)-1H-indol-4-yl)amino]piperidin-1-yl]-3-methoxypropan-2-ol F[C@H]1CN(CC[C@H]1NC1=C2C=C(N(C2=CC=C1)CC(F)(F)F)C#CCNC1=C(C=C(C=C1)S(=O)(=O)C)OC)C[C@H](COC)O